ClC1=CC(=NC=N1)NCC=1N=C2N(C=C(C=C2N(C(OC(C)(C)C)=O)C)C2CC2)C1 tert-butyl (2-(((6-chloropyrimidin-4-yl)amino)methyl)-6-cyclopropylimidazo[1,2-a]pyridin-8-yl)(methyl)carbamate